C(=O)(O)C(C)SC(=S)SC(C(=O)O)C 2-(1-carboxyethylmercaptothiocarbonylmercapto)propionic acid